[Na+].C(N)(=O)N[C@@H](CCC(=O)[O-])C(=O)[O-].[Na+] N-carbamylglutamic acid sodium salt